N-CYCLOPENTYL-2-(2-FORMYLPIPERIDIN-1-YL)PROPANAMIDE C1(CCCC1)NC(C(C)N1C(CCCC1)C=O)=O